C1(CCC1)C1=NN(C2=NN=C(C=C21)C=2C(NC(NC2)=O)=O)C 5-(3-cyclobutyl-1-methyl-pyrazolo[3,4-c]pyridazin-5-yl)-1H-pyrimidine-2,4-dione